tert-butyl (2-((1R,3R)-3-(((3S,4S)-3-methoxytetrahydro-2H-pyran-4-yl)amino)-1-(3-(trifluoromethyl)-5,6,7,8-tetrahydro-1,6-naphthyridine-6-carbonyl)cyclopentyl)ethyl)carbamate CO[C@@H]1COCC[C@@H]1N[C@H]1C[C@](CC1)(C(=O)N1CC=2C=C(C=NC2CC1)C(F)(F)F)CCNC(OC(C)(C)C)=O